(S)-2-(quinolin-2-ylmethoxy)icosan-1-ol N1=C(C=CC2=CC=CC=C12)CO[C@H](CO)CCCCCCCCCCCCCCCCCC